[5-(4-hexyloxy-1,2,5-thiadiazol-3-yl)-1-methyl-3,6-dihydro-2H-pyridin-1-ium-1-yl]methyl-tetradecane carbonate chloride [Cl-].C([O-])([O-])=O.C(CCCCC)OC=1C(=NSN1)C1=CCC[N+](C1)(C)CCCCCCCCCCCCCCC.C(CCCCC)OC=1C(=NSN1)C1=CCC[N+](C1)(C)CCCCCCCCCCCCCCC.C(CCCCC)OC=1C(=NSN1)C1=CCC[N+](C1)(C)CCCCCCCCCCCCCCC